4-FLUORO-1-METHYL-1H-INDOL-2-YLBORONIC ACID FC1=C2C=C(N(C2=CC=C1)C)B(O)O